ClC=1C(=NC(=NC1)NC1=C(C=C(C(=C1)C=1C=NN(C1)C)N1CCC(CC1)N(C)C)OC)NC=1C(=C2N=CC=NC2=CC1)P(C)(C)=O (6-((5-Chloro-2-((4-(4-(dimethylamino)piperidin-1-yl)-2-methoxy-5-(1-methyl-1H-pyrazole-4-yl)phenyl)amino)pyrimidin-4-yl)amino)quinoxalin-5-yl)dimethylphosphine oxide